di(isooctyl) sulfosuccinate S(=O)(=O)(O)C(C(=O)OCCCCCC(C)C)CC(=O)OCCCCCC(C)C